C1(=CC=CC=C1)CCC(C#N)C=1C=C(C=CC1)C 4-phenyl-2-(m-tolyl)butyronitrile